ClC1=C2C=CC=C(C2=CC=C1)S(=O)(=O)NC1=C(C=CC=C1)C#CC=1C=CC=NC1 5-{2-[2-(5-Chloronaphthalin-1-sulfonamido)phenyl]ethynyl}pyridin